S(=O)(=O)(OCC1=C(C=CC(=C1)[N+](=O)[O-])[N+](=O)[O-])C1=CC=C(C)C=C1 2,5-dinitrobenzyl tosylate